t-butylperoxy-3,5,5-trimethyl-Hexanoate C(C)(C)(C)OOC(C(=O)[O-])C(CC(C)(C)C)C